BrC=1C=C(C=C2CCCN(C12)CC1CCN(CC1)C(=O)OC(C)(C)C)Cl tert-butyl 4-[(8-bromo-6-chloro-3,4-dihydro-2H-quinolin-1-yl)methyl]piperidine-1-carboxylate